ClC1=C(C=C(C=C1)F)[C@H]([C@@H](C)C=1N(C(C(=C(N1)C(=O)NC=1C=NOC1)O)=O)C)C=1C=NN(C1)CC(C)(C)OC 2-((1r,2r)-1-(2-chloro-5-fluorophenyl)-1-(1-(2-methoxy-2-methylpropyl)-1H-pyrazol-4-yl)propan-2-yl)-5-hydroxy-N-(isoxazol-4-yl)-1-methyl-6-oxo-1,6-dihydropyrimidine-4-carboxamide